ClC=1C2=C(N=C(N1)C)SC1=C2CCCC1 4-chloro-2-methyl-5,6,7,8-tetrahydro[1]benzothieno[2,3-d]pyrimidine